3-((((2S,4a'R,7'R,8'S,8a'R)-2',2'-dimethyl-8'-(4-(3,4,5-trifluorophenyl)-1H-1,2,3-triazol-1-yl)hexahydro-3H,4'H-spiro[furan-2,6'-pyrano[3,2-d][1,3]dioxine]-7'-yl)oxy)methyl)pyridine CC1(OC[C@@H]2[C@H](O1)[C@@H]([C@H]([C@]1(O2)OCCC1)OCC=1C=NC=CC1)N1N=NC(=C1)C1=CC(=C(C(=C1)F)F)F)C